N-(1-(5-chloro-1-(4-methoxybenzyl)-6-oxo-1,6-dihydropyridazin-3-yl)-3-(1,3-dioxan-2-yl)propyl)-2-methylpropane-2-sulfinamide ClC1=CC(=NN(C1=O)CC1=CC=C(C=C1)OC)C(CCC1OCCCO1)NS(=O)C(C)(C)C